(R)-6-(4-Bromophenyl)-2-(thiophen-3-yl)-5,6-dihydro-4H-1,3-selenazin-4-one BrC1=CC=C(C=C1)[C@H]1CC(N=C([Se]1)C1=CSC=C1)=O